ethyl-2-methyl-N-[[4-[5-(trifluoromethyl)-1,2,4-oxadiazol-3-yl]phenyl]methyl]propanamide C(C)C(C(=O)NCC1=CC=C(C=C1)C1=NOC(=N1)C(F)(F)F)(C)C